Butyllevulinate C(CCC)OC(CCC(=O)C)=O